ClC1=NC2=CC(=CC(=C2C=C1C1=CC=C(C=C1)N1CCN(CC1)C)C(C)=O)C 1-(2-chloro-7-methyl-3-(4-(4-methylpiperazin-1-yl)phenyl)quinolin-5-yl)ethan-1-one